COC=1C2=C(C=NC1N)C=NN2COCC[Si](C)(C)C 7-Methoxy-1-((2-(trimethylsilyl)ethoxy)methyl)-1H-pyrazolo[4,3-c]pyridin-6-amine